(E)-para-mentha-2,8-dien-1-ol C1(C=CC(CC1)C(=C)C)(C)O